sodium 2-(ethylamino)ethanol dithiocarbamate C(N)(=S)OCCNCC.[Na]